N1CC(C1)C=1N=C(C=2N(C1)C=CN2)C2=CC=C(C=C2)C(F)(F)F 6-(azetidin-3-yl)-8-(4-(trifluoromethyl)phenyl)imidazo[1,2-a]pyrazine